C(=C)O[SiH3] vinyl-oxysilane